O=C1NC(CCC1N1CCC2=CC(=CC=C12)C1CCN(CC1)C(=O)OC(C)(C)C)=O tert-butyl 4-(1-(2,6-dioxopiperidin-3-yl)indolin-5-yl)piperidine-1-carboxylate